C(C)C(C(=O)[O-])CCCC.C(C)C(C(=O)[O-])CCCC.[Ti+2] titanium bis(2-ethylhexanoate)